C1(CC1)CN(C(C1=C(C=CC=C1)F)=O)C1=CC(=CC=C1)N(C)CC=1N=CNC1 N-(cyclopropylmethyl)-2-fluoro-N-[3-[1H-imidazol-4-ylmethyl(methyl)amino]phenyl]benzamide